[1,3]dioxolo[4',5':4,5]benzo[1,2-d]thiazol-6-amine O1COC2=CC3=C(N=C(S3)N)C=C21